3-(5-amino-2-methylquinolin-3-yl)piperidine NC1=C2C=C(C(=NC2=CC=C1)C)C1CNCCC1